C(CCC)OC(C(=C)CC(=O)OCCCC)=O.CC(C1=CC=CC=C1)N alpha-methylbenzylamine dibutyl-itaconate